6-METHOXY-N-(4-PENTYLPHENYL)-2-(TRIFLUOROMETHYL)-1H-IMIDAZO[4,5-B]PYRAZIN-5-AMINE COC1=C(N=C2C(=N1)NC(=N2)C(F)(F)F)NC2=CC=C(C=C2)CCCCC